CN(C)CCC1=CNC2=CC=C(C=C12)SC N,N-dimethyl-2-(5-methylsulfanyl-1H-indol-3-yl)ethylamine